5-cyclobutyl-2-(dimethoxymethyl)pyridine C1(CCC1)C=1C=CC(=NC1)C(OC)OC